BrC1=CC=CC2=CC(=CC=C12)Br 1,6-dibromonaphthalene